C1(=CC=CC=C1)N(C([O-])=O)C1=CC=CC=C1 bis-phenylcarbamate